N[C@](C(=O)N)(CO[Si](C)(C)C(C)(C)C)C (S)-2-amino-3-((tert-butyldimethylsilyl)oxy)-2-methylpropanamide